1-docosanoyl-2-(9Z-heptadecenoyl)-glycero-3-phosphocholine CCCCCCCCCCCCCCCCCCCCCC(=O)OC[C@H](COP(=O)([O-])OCC[N+](C)(C)C)OC(=O)CCCCCCC/C=C\CCCCCCC